ClC1=CC(=C2CC(CC2=C1)NC(OC(C)(C)C)=O)F tert-butyl (6-chloro-4-fluoro-2,3-dihydro-1H-inden-2-yl)carbamate